FC=1C(=NC(=NC1)NC1=CC(=NC=C1)CCCO)C1=CNC2=C(C=CC=C12)NC([C@@H](COC)N1CCN(CC1)C)=O (R)-N-(3-(5-fluoro-2-((2-(3-hydroxypropyl)pyridin-4-yl)amino)pyrimidin-4-yl)-1H-indol-7-yl)-3-methoxy-2-(4-methylpiperazin-1-yl)propanamide